(1S,2S,3R,4R)-3-((tert-butyloxycarbonyl)amino)-5-(cyclopropylmethylene)bicyclo[2.2.1]heptane-2-carboxylic acid methyl ester COC(=O)[C@H]1[C@@H]2CC([C@H]([C@H]1NC(=O)OC(C)(C)C)C2)=CC2CC2